4-trifluoromethyl-2-(((2-tosyl-hydrazino)methyl)phenyl)piperazine-1-carboxylic acid tert-butyl ester C(C)(C)(C)OC(=O)N1C(CN(CC1)C(F)(F)F)C1=C(C=CC=C1)CNNS(=O)(=O)C1=CC=C(C)C=C1